8-Chloro-1,2,3,4,5,6-hexahydrobenzo[f]isoquinoline ClC1=CC2=C(C=3CCNCC3CC2)C=C1